(S)-4-(5-(3-(2-((S)-3-carboxybutanoyl)-6-methoxybenzo[b]thiophen-5-yl)propoxy)-6-methoxythieno[3,2-b]pyridin-2-yl)-2-methyl-4-oxobutanoic acid C(=O)(O)[C@H](CC(=O)C1=CC2=C(S1)C=C(C(=C2)CCCOC2=C(C=C1C(=N2)C=C(S1)C(C[C@@H](C(=O)O)C)=O)OC)OC)C